[3-(4-aminocinnolin-7-yl)-4-[2-(oxolan-3-yl)ethoxy]phenyl]boronic Acid Formic Acid Salt C(=O)O.NC1=CN=NC2=CC(=CC=C12)C=1C=C(C=CC1OCCC1COCC1)B(O)O